9,10-di(4-methylphenyl)anthracene CC1=CC=C(C=C1)C=1C2=CC=CC=C2C(=C2C=CC=CC12)C1=CC=C(C=C1)C